8-[(1R)-1-aminoethyl]-3,6-dimethyl-2-[1-(oxetan-3-yl)pyrazol-4-yl]benzopyran-4-one N[C@H](C)C1=CC(=CC=2C(C(=C(OC21)C=2C=NN(C2)C2COC2)C)=O)C